(S*)-Methyl 3-ethyl-7-(methylcarbamoyl)-3-phenyl-2,3-dihydrobenzofuran-5-carboxylate compound with (R*)-methyl 3-ethyl-7-(methylcarbamoyl)-3-phenyl-2,3-dihydrobenzofuran-5-carboxylate C(C)[C@@]1(COC2=C1C=C(C=C2C(NC)=O)C(=O)OC)C2=CC=CC=C2.C(C)[C@]2(COC1=C2C=C(C=C1C(NC)=O)C(=O)OC)C1=CC=CC=C1 |o1:2,27|